CC1=NN=C(S1)N=C(N)N1CSC=N1 N'-(5-methyl-1,3,4-thiadiazol-2-yl)-1,3,4-thiadiazole-3(2H)-carboximidamide